3-[5-(difluoromethyl)-6-[3-methyl-1-(2,2,2-trifluoroethyl)pyrazol-4-yl]pyridin-2-yl]-6-[6-[[4-(oxetan-3-yl)piperazin-1-yl]methyl]pyridazin-3-yl]oxypyrazolo[1,5-a]pyridine FC(C=1C=CC(=NC1C=1C(=NN(C1)CC(F)(F)F)C)C=1C=NN2C1C=CC(=C2)OC=2N=NC(=CC2)CN2CCN(CC2)C2COC2)F